N-(3-amino-4-(2-chloro-5-fluorophenoxy)-7-((cyclobutylamino)methyl)-1H-indazol-5-yl)-3-fluoro-5-(trifluoromethyl)benzamide NC1=NNC2=C(C=C(C(=C12)OC1=C(C=CC(=C1)F)Cl)NC(C1=CC(=CC(=C1)C(F)(F)F)F)=O)CNC1CCC1